(1-(8-((2,3-dichlorophenyl)thio)imidazo[1,2-c]pyrimidin-5-yl)-4-methylpiperidin-4-yl)methanamine ClC1=C(C=CC=C1Cl)SC=1C=2N(C(=NC1)N1CCC(CC1)(C)CN)C=CN2